2-(7-chloro-1H-indole-2-carbonyl)-N-[(1S)-1-cyano-2-(6,6-dimethyl-2-oxo-3-piperidyl)ethyl]-2-azaspiro[4.5]decane-3-carboxamide ClC=1C=CC=C2C=C(NC12)C(=O)N1CC2(CC1C(=O)N[C@@H](CC1C(NC(CC1)(C)C)=O)C#N)CCCCC2